[SiH]12OC(O1)O2 1-sila-2,4,5-trioxabicyclo[1.1.1]pentane